N,N-bis(3-methoxybenzyl)-5-((2-(2-((3-methoxybenzyl)oxy)ethoxy)ethoxy)methyl)pyridin-2-amine COC=1C=C(CN(C2=NC=C(C=C2)COCCOCCOCC2=CC(=CC=C2)OC)CC2=CC(=CC=C2)OC)C=CC1